FC(C1=CC=C(C=N1)[C@H]1C[C@@H](CCC1)N1CC2(CS(C2)(=O)=O)CC1)(F)F 6-((1R,3R)-3-(6-(trifluoromethyl)pyridin-3-yl)cyclohexyl)-2-thia-6-azaspiro[3.4]octane 2,2-dioxide